FC(C(=O)O)(F)F.C1(CC1)[C@H](C)N1C(C2=C(C=C(C=C2C1)C1=CN=NC(=C1)C1=CC(=NN1)C)S(=O)(=O)C)=O (S)-2-(1-Cyclopropyl-ethyl)-5-(6-(3-methyl-1H-pyrazol-5-yl)pyridazin-4-yl)-7-(methyl-sulfonyl)isoindolin-1-one, trifluoroacetate salt